Cl.C(N)(=O)C1=C(C=CC(=C1)N1CCOCC1)NC(=O)C=1C=NN2C1N=C(C=C2)N[C@H]2CNCCC2 (R)-N-(2-carbamoyl-4-morpholinophenyl)-5-(piperidin-3-ylamino)pyrazolo[1,5-a]pyrimidine-3-carboxamide hydrochloride